ClCC1=NC=C(C=C1Cl)C(F)(F)F 2-chloromethyl-3-chloro-5-trifluoromethylpyridine